4-(((R)-1-(3-Amino-5-(trifluoromethyl)phenyl)ethyl)amino)-6-(1-methylpiperidin-3-yl)phthalazine NC=1C=C(C=C(C1)C(F)(F)F)[C@@H](C)NC1=NN=CC2=CC=C(C=C12)C1CN(CCC1)C